(S)-ethyl 8-(2-amino-6-((R)-1-(4',5-dichloro-3'-(trifluoromethyl)-[1,1'-biphenyl]-2-yl)-2,2,2-trifluoroethoxy)pyrimidin-4-yl)-2,8-diazaspiro[4.5]decane-3-carboxylate NC1=NC(=CC(=N1)N1CCC2(C[C@H](NC2)C(=O)OCC)CC1)O[C@@H](C(F)(F)F)C1=C(C=C(C=C1)Cl)C1=CC(=C(C=C1)Cl)C(F)(F)F